SCC1(SCCS1)CS 2,2-bis(mercaptomethyl)-1,3-dithiacyclopentane